BrC=1C=NC(=NC1)NC1CCC(CC1)OC1=C2C=C(C=NC2=CC(=N1)N1CCOCC1)NS(=O)(=O)C N-[5-[4-[(5-bromopyrimidin-2-yl)amino]cyclohexoxy]-7-morpholino-1,6-naphthyridin-3-yl]methanesulfonamide